2-(p-methylphenyl-mercapto)-4,5-diphenylimidazole CC1=CC=C(C=C1)SC=1NC(=C(N1)C1=CC=CC=C1)C1=CC=CC=C1